tetrakis(ethoxy)vanadium (IV) C(C)O[V](OCC)(OCC)OCC